N-(1,2,4-thiadiazol-5-yl)-1H-indole-2-carboxamide S1N=CN=C1NC(=O)C=1NC2=CC=CC=C2C1